CS(=O)(=O)CC=1C(NC=CC1)=O (methylsulfonylmethyl)pyridin-2-one